tert-Butyl 3-((6-(((1r,4r)-4-(3-chloro-4-cyanophenoxy)cyclohexyl)carbamoyl)pyridazin-3-yl)oxy)azetidine-1-carboxylate ClC=1C=C(OC2CCC(CC2)NC(=O)C2=CC=C(N=N2)OC2CN(C2)C(=O)OC(C)(C)C)C=CC1C#N